(3-(2-methyl-2H-indazol-5-yl)-1H-pyrrolo[2,3-b]pyridin-5-yl)(2-methyl-5,6-dihydroimidazo[1,2-a]pyrazin-7(8H)-yl)methanone CN1N=C2C=CC(=CC2=C1)C1=CNC2=NC=C(C=C21)C(=O)N2CC=1N(CC2)C=C(N1)C